methyl 2-(3-bromo-1H-pyrazol-1-yl)propanoate BrC1=NN(C=C1)C(C(=O)OC)C